FC=1C=C(C=CC1OC)C=1N=C2N(C(C1)=O)C=C(C=C2)N2C[C@@H]1NCCC[C@@H]1C2 2-(3-fluoro-4-methoxyphenyl)-7-[(4ar,7ar)-octahydro-6H-pyrrolo[3,4-b]pyridin-6-yl]-4H-pyrido[1,2-a]pyrimidin-4-one